CC1=C(C(=O)NC2=CC=C(C3=CC=CC=C23)S(=O)(=O)NC(C)C2CN(CCC2)C(=O)OC(C)(C)C)C=CC=C1 tert-butyl 3-(1-(4-(2-methylbenzamido)naphthalene-1-sulfonamido)ethyl)piperidine-1-carboxylate